3-bromo-1-(3-chloro-2-pyridinyl)-4'-cyano-2'-methyl-6'-(methylcarbamoyl)-pyrazole-5-carboxanilide BrC1=NN(C(=C1)C(=O)NC1=C(C=C(C=C1C(NC)=O)C#N)C)C1=NC=CC=C1Cl